2-oxoethanol acetate C(C)(=O)OCC=O